[Se](=O)(=O)([O-])[O-].[Na+].[Na+] Sodium selenate